O=C1NC(CCC1N1C(C2=CC=CC(=C2C1)C#CCOCCNC(OC(C)(C)C)=O)=O)=O tert-butyl (2-((3-(2-(2,6-dioxopiperidin-3-yl)-1-oxoisoindolin-4-yl)prop-2-yn-1-yl)oxy)ethyl)carbamate